NC1=NC=2C=CC(=CC2C2=C1C=NN2C)C(=O)N([C@@H]2COC1=C2C=CC(=C1)C1=CN(C=C1)C)C 4-amino-N,1-dimethyl-N-((3S)-6-(1-methyl-1H-pyrrol-3-yl)-2,3-dihydro-1-benzofuran-3-yl)-1H-pyrazolo[4,3-c]quinoline-8-carboxamide